(S)-6-(hydroxymethyl)-2-(1-((2-(trimethylsilyl)ethoxy)methyl)-1H-pyrazol-4-yl)-4,5,7,8-tetrahydro-3-oxa-1-thia-5a,8-diazabenzo[cd]azulen-9(6H)-one OC[C@H]1N2C=3C(=C(SC3C(NC1)=O)C=1C=NN(C1)COCC[Si](C)(C)C)OCC2